C12(CC(C1)C2)C(=O)N2C[C@@H](CCC2)N(C(=O)NCC=2NC1=CC=C(C=C1C2)Cl)C (R)-1-(1-(bicyclo[1.1.1]pentane-1-carbonyl)piperidin-3-yl)-3-((5-chloro-1H-indol-2-yl)methyl)-1-methylurea